diazocarbon [N+](=[N-])=[C]